ethyl 1-(4-(N'-hydroxycarbamimidoyl) phenyl)-1H-pyrazole-4-carboxylate ON=C(N)C1=CC=C(C=C1)N1N=CC(=C1)C(=O)OCC